11-Amino-3-cyclopropyl-7-((1r,3r)-3-(hydroxymethyl)cyclobutyl)-4,5,6,7-tetrahydroisoxazolo[4'',3'':6',7']cyclohepta[1',2':4,5]pyrrolo[2,3-d]pyrimidin-4-ol 2,2,2-trifluoroacetate FC(C(=O)O)(F)F.NC=1C2=C(N=CN1)N(C1=C2C=2C(C(CC1)O)=C(ON2)C2CC2)C2CC(C2)CO